3-nitro-4-({[(1s,4s)-4-hydroxy-4-methylcyclohexyl]methyl}amino)benzenesulfonamide [N+](=O)([O-])C=1C=C(C=CC1NCC1CCC(CC1)(C)O)S(=O)(=O)N